O1CCC12CN(C2)C(=O)OC(C)(C)C tert-butyl 1-oxa-6-azaspiro[3.3]heptane-6-carboxylate